2-nitrosooctahydrocyclopenta[c]pyrrole N(=O)N1CC2C(C1)CCC2